N-(3-fluoro-4,7-dimethyl-8-oxo-7-((2-oxoethoxy)methyl)-5,6,7,8-tetrahydro-naphthalen-1-yl)acetamide FC=1C=C(C=2C(C(CCC2C1C)(COCC=O)C)=O)NC(C)=O